Methyl (2e)-2-[2-[[(e)-(4-bromoindan-1-ylidene)amino]oxymethyl]-3-methyl-phenyl]-2-methoxyimino-acetate BrC1=C2CC/C(/C2=CC=C1)=N\OCC1=C(C=CC=C1C)\C(\C(=O)OC)=N/OC